NC1=C(C(=NN1C1CNCC1)C1=CC=C(C=C1)OC1CCCCC1)C(=O)N 5-amino-3-(4-(cyclohexyloxy)phenyl)-1-(pyrrolidin-3-yl)-1H-pyrazole-4-carboxamide